2-nitro-4-bromo-5-chlorobenzoic acid [N+](=O)([O-])C1=C(C(=O)O)C=C(C(=C1)Br)Cl